OCCOC1=CC(=CC2=CC=CC=C12)C=1C(=C(C2=CC=CC=C2C1)C1=CC=CC2=CC=CC=C12)C=1C=C(C2=CC=CC=C2C1)OCCO bis(2-hydroxyethoxy-3-naphthyl)-1,1'-binaphthyl